FC=1C=C(C=C(C1)F)C1C2N(CO1)C(C1(C2)CCNCC1)=O (3,5-difluorophenyl)dihydro-1'H,3'H,5'H-spiro[piperidine-4,6'-pyrrolo[1,2-c]oxazol]-5'-one